(S)-2-(((2R,3S,4R,5R)-5-(6-amino-2-chloro-9H-purin-9-yl)-3,4-dihydroxytetrahydro-furan-2-yl)methoxy)-2-(1H-tetrazol-5-yl)acetic acid NC1=C2N=CN(C2=NC(=N1)Cl)[C@H]1[C@@H]([C@@H]([C@H](O1)CO[C@H](C(=O)O)C1=NN=NN1)O)O